ClC=1C=C(C=NC1N1N=CC=N1)NC(=O)C=1C=NN(C1C(C)C)C1=C2C=CC=NC2=CC=C1 N-(5-chloro-6-(2H-1,2,3-triazol-2-yl)pyridin-3-yl)-5-isopropyl-1-(quinolin-5-yl)-1H-pyrazole-4-carboxamide